N1(CCC1)C(=O)N1[C@H]([C@H](CC1)NS(=O)(=O)C)CC=1N=C(SC1C)C1=CC=CC=C1 N-(cis-1-(azetidin-1-ylcarbonyl)-2-((5-methyl-2-phenyl-1,3-thiazol-4-yl)methyl)pyrrolidin-3-yl)methanesulfonamide